1-cyclopentyl-N-((4,6-dimethyl-2-oxo-1,2-dihydropyridin-3-yl)methyl)-6-(6-methyl-7-oxo-6,7-dihydro-1H-pyrrolo[2,3-C]pyridin-4-yl)-1H-indole-4-carboxamide C1(CCCC1)N1C=CC=2C(=CC(=CC12)C=1C2=C(C(N(C1)C)=O)NC=C2)C(=O)NCC=2C(NC(=CC2C)C)=O